Cl.C(CCCCCC)(=O)O heptanoic acid hydrochloride salt